NCC1=CN=C2N1C=CC=C2 C3-aminomethyl-imidazo[1,2-a]pyridine